(S)-1-ethyl-4-((6-(2-hydroxy-6-methyl-4-(trifluoromethyl)phenyl)-3-methyl-2H-pyrazolo[3,4-b]pyridin-2-yl)methyl)pyrrolidin-2-one C(C)N1C(C[C@@H](C1)CN1N=C2N=C(C=CC2=C1C)C1=C(C=C(C=C1C)C(F)(F)F)O)=O